The molecule is a hexahydroxyanthraquinone that is 1,3,4,5,7,8-hexahydroxy-9,10-anthraquinone carrying two additional sulfo groups at positions 2 and 6. The disodium salt is the biological stain 'alizarin cyanin BBS'. It has a role as a histological dye. It is an organosulfonic acid and a hexahydroxyanthraquinone. It is a conjugate acid of a 1,3,4,5,7,8-hexahydroxy-9,10-dioxo-9,10-dihydroanthracene-2,6-disulfonate. C12=C(C(=C(C(=C1O)O)S(=O)(=O)O)O)C(=O)C3=C(C2=O)C(=C(C(=C3O)O)S(=O)(=O)O)O